Cl.O=C[C@H](O)[C@@H](O)[C@H](O)[C@H](O)CO.[NH4+] ammonium glucose hydrochloride